C(C)OC([C@@H](CCN)C)=O 4-amino-(2R)-methylbutanoic acid ethyl ester